NCCNCCN1C=NC(C1)=O 1-(2-[(2-aminoethyl)amino]ethyl)imidazolinone